O.S(=O)(=O)([O-])[O-].[Ca+2].[Ca+2].S(=O)(=O)([O-])[O-] Calcium sulfat-Hemihydrat